6-amino-4-((2-methoxy-3-(1-methyl-1H-1,2,4-triazol-3-yl)phenyl)amino)-N-(methyl-d3)pyridazine-3-carboxamide NC1=CC(=C(N=N1)C(=O)NC([2H])([2H])[2H])NC1=C(C(=CC=C1)C1=NN(C=N1)C)OC